NC1=C2N(C(N(C2=NC(N1)=NS(=O)(=O)CCC)CC1=CC=CC=C1)=O)C(=O)N1CCC(CC1)N1CCCCC1 6-amino-9-benzyl-7-[4-(1-piperidinyl)piperidine-1-carbonyl]-2-(propylsulfonylimino)purin-8-one